(1s,4s)-N1-(5-Methyl-4-(6-(pyrimidin-5-ylamino)imidazo[1,2-a]pyridin-3-yl)pyrimidin-2-yl)cyclohexane-1,4-diamine CC=1C(=NC(=NC1)NC1CCC(CC1)N)C1=CN=C2N1C=C(C=C2)NC=2C=NC=NC2